CC1=NOC(=C1C=1C=C2C(=NC=NC2=CC1)N1C(COCC1)C1=CC=CC=C1)C (6-(3,5-dimethylisoxazol-4-yl)quinazolin-4-yl)-3-Phenyl-morpholine